COC1=C(C=CC(=C1)N)N 1-methoxy-2,5-diaminobenzene